di-dodecanoyl peroxide C(CCCCCCCCCCC)(=O)OOC(CCCCCCCCCCC)=O